1-(4-Methylpiperazin-1-yl)-2-((2-(((1s,4s)-4-((7-morpholino-1,6-naphthyridin-5-yl)oxy)cyclohexyl)amino)pyrimidin-5-yl)oxy)ethan-1-one CN1CCN(CC1)C(COC=1C=NC(=NC1)NC1CCC(CC1)OC1=C2C=CC=NC2=CC(=N1)N1CCOCC1)=O